(R)- or (S)-N-((6-methyl-4-(4-(trifluoromethyl)phenyl)-4,5,6,7-tetrahydropyrazolo[1,5-a]pyrimidin-6-yl)methyl)acrylamide C[C@]1(CN(C=2N(C1)N=CC2)C2=CC=C(C=C2)C(F)(F)F)CNC(C=C)=O |o1:1|